tert-butyl (R)-(1-(4-methyl-5-((4-(4-morpholino-7-((2-(trimethylsilyl)ethoxy)methyl)-7H-pyrrolo[2,3-d]pyrimidin-6-yl)phenyl)amino)pyrimidin-2-yl)piperidin-3-yl)carbamate CC1=NC(=NC=C1NC1=CC=C(C=C1)C1=CC2=C(N=CN=C2N2CCOCC2)N1COCC[Si](C)(C)C)N1C[C@@H](CCC1)NC(OC(C)(C)C)=O